FC1=C(C=CC=C1)NC(=O)N1C(C=2NN=C(C2C1)NC(=O)C1(CCC1)[Si](C)(C)C)(C)C N-(2-fluorophenyl)-6,6-dimethyl-3-[1-(trimethylsilyl)cyclobutanecarboxamido]-4,6-dihydropyrrolo[3,4-c]pyrazole-5(1H)-carboxamide